ClC=1C=CC(=C(C1)N1CC(N(CC1=O)C(C(=O)O)CC1=NN(C=C1)C)=O)N1N=NC(=C1)Cl 2-(4-(5-chloro-2-(4-chloro-1H-1,2,3-triazol-1-yl)phenyl)-2,5-dioxopiperazin-1-yl)-3-(1-methyl-1H-pyrazol-3-yl)propanoic acid